O=C1C[C@@H]2C[C@@H]([C@H]1C2)C(=O)O (1R,2S,4S)-6-oxo-bicyclo[2.2.1]heptane-2-carboxylic acid